(3-chloro-2-fluoro-phenyl)-7-[2-(3-methoxypyrrolidin-3-yl)ethynyl]-6-nitro-quinazolin-4-amine ClC=1C(=C(C=CC1)C1=NC2=CC(=C(C=C2C(=N1)N)[N+](=O)[O-])C#CC1(CNCC1)OC)F